(((2-Bromo-5-(prop-1-en-1-yl)-1,3-phenylene)bis(oxy))bis(methylene))-dibenzene BrC1=C(C=C(C=C1OCC1=CC=CC=C1)C=CC)OCC1=CC=CC=C1